CC1N(CC(NC1)C)C=1C2=C(N(C(N1)=O)C)C=CC(=N2)C#N 2,5-dimethylpiperazin-1-yl-1-methyl-2-oxo-1,2-dihydropyrido[3,2-d]Pyrimidine-6-carbonitrile